C[Si]([Si](C1=CC=CC=C1)(C1=CC=CC=C1)C)(C1=CC=CC=C1)C1=CC=CC=C1 1,2-dimethyl-1,1,2,2-tetraphenyl-disilane